4-[2-(2-Methylpropoxy)-1,3-thiazol-5-yl]-2,4-dioxobutyric acid ethyl ester C(C)OC(C(CC(=O)C1=CN=C(S1)OCC(C)C)=O)=O